(1r,4r)-5'-Bromo-4'-chloro-4-methyl-1',2'-dihydrospiro[cyclohexane-1,3'-pyrrolo[2,3-b]pyridine]-4-ol BrC=1C(=C2C(=NC1)NCC21CCC(CC1)(O)C)Cl